ClC1=C(C(=O)NC)C=CC(=C1)NC1=NC=C(C(=N1)N[C@H](CO)C1=CC=CC=C1)C1=NC(=NO1)C(C)C 2-chloro-4-[[4-[[(1S)-2-hydroxy-1-phenyl-ethyl]amino]-5-(3-isopropyl-1,2,4-oxadiazol-5-yl)pyrimidin-2-yl]amino]-N-methyl-benzamide